2-(2-chlorophenyl)-4-cyano-benzenesulfonyl chloride ClC1=C(C=CC=C1)C1=C(C=CC(=C1)C#N)S(=O)(=O)Cl